BrC=1C(=C2C(=NC1)NC(=N2)C2=CC=C(C=C2)N2CCN(CC2)CC2=CC=NC=C2)NC2CCN(CC2)C 6-Bromo-N-(1-methylpiperidin-4-yl)-2-{4-[4-(pyridin-4-ylmethyl)piperazin-1-yl]phenyl}-3H-imidazo[4,5-b]pyridin-7-amine